C(C)C(CC)C1=C(C(=CC=C1)C(CC)CC)N1CN(C=C1)C1=C(C=CC=C1C(CC)CC)C(CC)CC 1,3-bis[2,6-bis(1-ethylpropyl)phenyl]-2H-imidazole